C(CCCCCCCCC)NC(CO)(CO)CO 2-(N-decyl)amino-2-hydroxymethyl-1,3-propanediol